tert-butyl N-[(2R)-2-amino-2-phenyl-ethyl]carbamate N[C@@H](CNC(OC(C)(C)C)=O)C1=CC=CC=C1